C(CCCCCCC)P1(OC2=C(C=C(C=C2C(C)(C)C)C(C)(C)C)CC2=C(C(=CC(=C2)C(C)(C)C)C(C)(C)C)O1)[O-] 2,2'-methylenebis(4,6-di-t-butylphenyl) octylphosphite